C(C)(=O)OC methyl 1-acetate